ClC1=NC=CC(=C1)N1N=C(C=C1)OC1=CC(=C(N)C=C1C)C 4-[[1-(2-chloropyridin-4-yl)-1H-pyrazol-3-yl]oxy]-2,5-dimethylaniline